[Na+].[Na+].[Na+].OC=1C(=C2C(=CC(=CC2=CC1)S(=O)(=O)[O-])S(=O)(=O)[O-])N=NC1=CC=C(C2=CC=CC=C12)S(=O)(=O)[O-] 6-Hydroxy-5-[(4-sulfonaphth-1-yl)azo]-2,4-naphthalene-disulfonic acid trisodium salt